C(C1=CC(=C(C(=C1)C)N)C(C)C)C1=CC(=C(C(=C1)C)N)C(C)C 4,4'-methylene-bis(2-isopropyl-6-methylphenylamine)